N-(6-amino-5-ethylpyridin-3-yl)-2-((2R,5S)-5-methyl-2-(2-(Pyridin-2-yl)benzo[d]thiazol-5-yl)piperidin-1-yl)-2-oxoacetamide NC1=C(C=C(C=N1)NC(C(=O)N1[C@H](CC[C@@H](C1)C)C=1C=CC2=C(N=C(S2)C2=NC=CC=C2)C1)=O)CC